C(C1=CC=CC=C1)OC1=NC(=CC=C1C1=NN(C2=C(C=CC=C12)N1CCC(CC1)CN1CC2CCC(C1)N2C(=O)OC(C)(C)C)C)OCC2=CC=CC=C2 tert-butyl 3-((1-(3-(2,6-bis(benzyloxy) pyridin-3-yl)-1-methyl-1H-indazol-7-yl) piperidin-4-yl) methyl)-3,8-diazabicyclo[3.2.1]octane-8-carboxylate